C1(CC1)[C@@H](NC(=O)[C@@H]1N[C@@H]2C[C@@H]2C1)C1=C(C=C(C(=C1)F)C(F)(F)F)F (1R,3R,5R)-N-((R)-cyclopropyl-(2,5-difluoro-4-(trifluoromethyl)phenyl)methyl)-2-azabicyclo[3.1.0]Hexane-3-carboxamide